C1(CCC1)CCC(C(=O)OCCCCCCN(CCCCCCOC(C(CCCCCCCC)CCC1CCC1)=O)CCCCO)CCCCCCCC.C1(CCCCC1)CC(C(=O)OCCCCCCN(CCCCCCOC(C(CCCCCCCC)CC1CCCCC1)=O)CCCCO)CCCCCCCC ((4-hydroxybutyl)azanediyl)bis(hexane-6,1-diyl) bis(2-(cyclohexylmethyl)decanoate) ((4-hydroxybutyl)azanediyl)bis(hexane-6,1-diyl) bis(2-(2-cyclobutylethyl)decanoate)